ClC1=C(C=CC=C1)S(=O)(=O)NC=1C=C(C(=NC1)CCC=1C=NC(=NC1)NC1CCC(CC1)NC(OC(C)(C)C)=O)CC tert-butyl ((1r,4r)-4-((5-(2-(5-(2-chlorophenylsulfonamido)-3-ethylpyridin-2-yl)ethyl)pyrimidin-2-yl)amino)cyclohexyl)carbamate